1,1-dimethylpropanolate CC(CC)([O-])C